NC1=CC2=C(N=C(N=C2)NC2=NC=C(C=C2)N2CC(CC2)C(C)(C)N)N(C1=O)C1CCCC1 6-amino-2-{5-[3-(1-amino-1-methylethyl)-pyrrolidin-1-yl]-pyridin-2-ylamino}-8-cyclopentyl-8H-pyrido[2,3-d]Pyrimidin-7-one